2,8-dibromodibenzo[b,d]thiophene-5,5-dioxide BrC1=CC2=C(S(C3=C2C=C(C=C3)Br)(=O)=O)C=C1